((3-methoxy-4-nitrophenyl)thio)propanol COC=1C=C(C=CC1[N+](=O)[O-])SC(CC)O